2-[(tert-butoxycarbonyl)amino]-3-(5-chloro-2-nitrophenyl)propanic acid C(C)(C)(C)OC(=O)NC(C(=O)O)CC1=C(C=CC(=C1)Cl)[N+](=O)[O-]